Ethyl 1-(5-{5-[2-ethoxy-6-(trifluoromethyl)pyridin-4-yl]-7-({[1-(methoxymethyl)cyclopentyl]methyl}amino)-1H-imidazo[4,5-b]pyridin-2-yl}pyrazin-2-yl)piperidine-4-carboxylate C(C)OC1=NC(=CC(=C1)C1=CC(=C2C(=N1)N=C(N2)C=2N=CC(=NC2)N2CCC(CC2)C(=O)OCC)NCC2(CCCC2)COC)C(F)(F)F